N=1C=C(N2C1C=CC=C2)C2=NC(=NC=C2)NC2=CC=C(C=N2)N2CCN(CC2)C(CC)=O 1-(4-(6-((4-(imidazo[1,2-a]pyridin-3-yl)pyrimidin-2-yl)amino)pyridin-3-yl)piperazin-1-yl)propan-1-one